2-tert-butyl-6-(cyclopropylmethyl)-6,7-dihydro-4H-pyrazolo[1,5-a]pyrrolo[3,4-d]pyrimidine C(C)(C)(C)C1=NN2C(NC=3C(=C2)CN(C3)CC3CC3)=C1